(S)-tert-butyl 4-((trans)-4-(4-amino-5-(4-phenoxyphenyl) pyrrolo[2,1-f][1,2,4]triazin-7-yl) cyclohexyl)-2-methylpiperazine-1-carboxylate NC1=NC=NN2C1=C(C=C2[C@@H]2CC[C@H](CC2)N2C[C@@H](N(CC2)C(=O)OC(C)(C)C)C)C2=CC=C(C=C2)OC2=CC=CC=C2